2-[2-[2-Chloro-6-cyano-4-[1-methyl-1-[4-[(2-methylsulfanylpyrimidin-4-yl)methoxy]phenyl]ethyl]phenoxy]ethoxy]-N-[2-(2,6-dioxo-3-piperidyl)-1,3-dioxo-isoindolin-5-yl]acetamide ClC1=C(OCCOCC(=O)NC=2C=C3C(N(C(C3=CC2)=O)C2C(NC(CC2)=O)=O)=O)C(=CC(=C1)C(C)(C1=CC=C(C=C1)OCC1=NC(=NC=C1)SC)C)C#N